(1S,2S)-2-mercaptocyclohexan-1-ol S[C@@H]1[C@H](CCCC1)O